ONCCCNOCCCONCCCNOCCC 1,7,11,17-tetraoxa-2,6,12,16-tetraazaeicosane